3-hydroxybutyric acid calcium salt [Ca+2].OC(CC(=O)[O-])C.OC(CC(=O)[O-])C